1,5-anhydro-2,4-dideoxy-2-(5-ethyl-6-(4-(1-methyl-1H-pyrazol-3-yl)benzyl)-1-oxo-1,3-dihydro-2H-isoindol-2-yl)-L-threo-pentitol C(C)C=1C=C2CN(C(C2=CC1CC1=CC=C(C=C1)C1=NN(C=C1)C)=O)[C@H]1COCC[C@@H]1O